C(C)(C)NC1=NC(=NC=C1C(=O)N)S(=O)C 4-(isopropylamino)-2-(methylsulfinyl)-pyrimidine-5-carboxamide